C(#N)C1=CC(=C(C=C1)CCCC(=O)O)NC(=O)[C@H]1[C@]2(C1)CCOC1=CC=C(C=C12)C=1SC=CN1 4-[4-cyano-2-({[(2'R,4S)-6-(1,3-thiazol-2-yl)-2,3-dihydrospiro[chromene-4,1'-cyclopropan]-2'-yl]carbonyl}amino)phenyl]butanoic acid